BrC=1C(=C(C(=O)OC)C=C(C1)F)O methyl 3-bromo-5-fluoro-2-hydroxy-benzoate